2-[(3-pyridyl)methylene]quinuclidin-3-one tert-butyl-2-((4-cyano-2-fluorobenzyl)oxy)-5-methyl-6-oxo-5,6,6A,7,9,10-hexahydro-8H-pyrazino[1,2-a]pyrido[3,2-e]pyrazine-8-carboxylate C(C)(C)(C)OC(=O)N1CC2N(C3=C(N(C2=O)C)C=CC(=N3)OCC3=C(C=C(C=C3)C#N)F)CC1.N1=CC(=CC=C1)C=C1N3CCC(C1=O)CC3